ethyl (R)-5-(2-(2-(2-(2-(tert-butylcarbonyl)-1-cyclopropylhydrazino)ethyl)-5-fluorophenyl)pyrrolidin-1-yl)pyrazolo[1,5-a]pyrimidine-3-carboxylate C(C)(C)(C)C(=O)NN(C1CC1)CCC1=C(C=C(C=C1)F)[C@@H]1N(CCC1)C1=NC=2N(C=C1)N=CC2C(=O)OCC